BrC1=NN2C(S1)=NC(=C2NC(C)(CC(CC)C)C)CC 2-bromo-6-ethyl-N-(2,4,5-trimethylpentan-2-yl)imidazo[2,1-b][1,3,4]thiadiazol-5-amine